FC=1C(=NC(=NC1)N1CCN(CC1)C=O)C=1SC(=NN1)C (4-(5-fluoro-4-(5-methyl-1,3,4-thiadiazol-2-yl)pyrimidin-2-yl)piperazin-1-yl)methanone